4-hydroxy-1(2H)-phthalazinone silver salt [Ag].OC1=NNC(C2=CC=CC=C12)=O